2-[32-Methyl-20-oxo-8,9,10,21-tetraazahexacyclo[19.5.3.216,19.13,7.06,10.024,28]dotriaconta-1(26),3(32),4,6,8,16,18,24,27,30-decaen-2-yl]-N-(pyridin-3-yl)acetamide CC=1C2=C3C=CC1C(C1=CC=C4CCN(C(C5=CC=C(CCCCCN3N=N2)C=C5)=O)CC4=C1)CC(=O)NC=1C=NC=CC1